FC1=CC=CC2=CC(=CC=C12)F 1,6-difluoronaphthalene